2'-O-propyladenosine C(CC)O[C@H]1[C@@H](O[C@@H]([C@H]1O)CO)N1C=NC=2C(N)=NC=NC12